benzyl-dimethyl-aniline C(C1=CC=CC=C1)C1=C(N(C)C)C=CC=C1